ethyl (5S)-2-[[(1R)-2,2-difluorocyclopropanecarbonyl]amino]-5-[3-[[5-(difluoromethoxy)-2-methyl-pyrazol-3-yl]amino]-1,2,4-triazol-4-yl]-4,5,6,7-tetrahydrobenzothiophene-3-carboxylate FC1([C@H](C1)C(=O)NC=1SC2=C(C1C(=O)OCC)C[C@H](CC2)N2C(=NN=C2)NC=2N(N=C(C2)OC(F)F)C)F